CC1=CC=CC(=C1C1=CC(=CC=C1C)N)N 6,6'-dimethyl-2,3'-diaminobiphenyl